diallylpropylammonium hydroxide [OH-].C(C=C)C(CC[NH3+])CC=C